C1=CC=CC=2C3=CC=CC=C3C(C12)COC(=O)NC(CC(=O)[O-])C=O 3-(9H-fluoren-9-ylmethoxycarbonylamino)-4-oxo-butanoate